λ2,2,4-triazole [N]1N=CN=C1